2-(7-(5-(chlorodifluoromethyl)-1,2,4-oxadiazol-3-yl)imidazo[1,2-a]pyridin-2-yl)-N-(methyl((1-methyl-1H-1,2,4-triazol-3-yl)methyl)(oxo)-λ6-sulfaneylidene)acetamide ClC(C1=NC(=NO1)C1=CC=2N(C=C1)C=C(N2)CC(=O)N=S(=O)(CC2=NN(C=N2)C)C)(F)F